C(#N)C1=C(SC(=C1C)C)N(C(C(CC)C1=CC=CC=C1)=O)C(C(CC)C1=CC=CC=C1)=O N-(3-cyano-4,5-dimethyl-thiophen-2-yl)-2-phenyl-N-(2-phenyl-butyryl)-butyramide